ClC1=CC=C(C(=O)NC2=C(C3=CC=C(C=C3C=C2)OC)C2=C(C=CC=C2)O)C=C1 (R)-4-chloro-N-(1-(2-hydroxyphenyl)-6-methoxynaphthalen-2-yl)benzamide